3-amino-propyl-amine NCCCN